BrC1=CC=C(C=C1)[C@H]1SCC[C@H](NC1=O)CN(C)C (2R,5S)-2-(4-bromophenyl)-5-(dimethylaminomethyl)-1,4-thiazepan-3-one